N-cyclopropyl-3-(1-{7-methoxyimidazo[1,2-a]pyridin-3-yl}-1H-pyrazol-4-yl)-4-methylbenzamide C1(CC1)NC(C1=CC(=C(C=C1)C)C=1C=NN(C1)C1=CN=C2N1C=CC(=C2)OC)=O